N-(diethylcarbamoyl)-N-methoxyformamide C(C)N(C(=O)N(C=O)OC)CC